3-cyano-N-[(1R,3S)-3-{[6-fluoro-2-(trifluoromethyl)quinolin-4-yl]amino}cyclohexyl]benzamide C(#N)C=1C=C(C(=O)N[C@H]2C[C@H](CCC2)NC2=CC(=NC3=CC=C(C=C23)F)C(F)(F)F)C=CC1